F[C@H]1CN(CC[C@H]1NC1=CC=CC2=C(N(N=C12)C1=NOC(=N1)CNC(=O)C1CC1)C(=C)F)C N-((3-(7-(((3S,4R)-3-fluoro-1-methylpiperidin-4-yl)amino)-3-(1-fluorovinyl)-2H-indazol-2-yl)-1,2,4-oxadiazol-5-yl)methyl)cyclopropanecarboxamide